ClC=1C(=C(C(=CC1)F)[C@]12CN(C([C@@H]2C1)C(CC(=O)OCC)=O)C(=O)OC(C)(C)C)F tert-butyl (1S,5R)-1-(3-chloro-2,6-difluorophenyl)-4-(3-ethoxy-3-oxopropanoyl)-3-azabicyclo[3.1.0]hexane-3-carboxylate